2-fluoro-4-isobutyl-6-[4-[1-(2-pyridyl)ethyl]piperazin-1-yl]benzonitrile FC1=C(C#N)C(=CC(=C1)CC(C)C)N1CCN(CC1)C(C)C1=NC=CC=C1